4-Fluoro-N'-hydroxy-2-(trifluoromethyl)benzimidamide FC1=CC(=C(C(N)=NO)C=C1)C(F)(F)F